ClC=1C=C2C=C(NC2=CC1OCC1=CC(=NO1)C)CNC(OC(C)(C)C)=O tert-butyl ((5-chloro-6-((3-methylisoxazol-5-yl)methoxy)-1H-indol-2-yl)methyl)carbamate